[K].C1CCC2=C(C=3CCCC3C=C12)NC(=O)NS(=O)(=O)C1CN(C1)CC(C)C N-((1,2,3,5,6,7-Hexahydro-s-indacen-4-yl)carbamoyl)-1-isobutylazetidine-3-sulfonamide, Potassium Salt